BrC1=C(C(=CC(=C1)F)Cl)C1(CC1)C1=NOC(=N1)C1=NNC(=C1)C(F)F 3-(1-(2-bromo-6-chloro-4-fluorophenyl)cyclopropyl)-5-(5-(difluoromethyl)-1H-pyrazol-3-yl)-1,2,4-oxadiazole